(S)-1-(2-(benzo[d][1,3]dioxol-5-ylamino)-5-methylpyrimidin-4-yl)-N-(1-(3-chloro-4-fluorophenyl)-2-hydroxyethyl)-1H-pyrrole-3-amide O1COC2=C1C=CC(=C2)NC2=NC=C(C(=N2)N2C=C(C=C2)C(=O)N[C@H](CO)C2=CC(=C(C=C2)F)Cl)C